(1R,3R)-3-(4-(benzyloxy)phenoxy)cyclobutane-1-carbonitrile C(C1=CC=CC=C1)OC1=CC=C(OC2CC(C2)C#N)C=C1